C(C=C)(=O)OC1=CC=C(C=C1)C(=O)C(O)C1=CC=CC=C1 4-acryloxybenzoin